1-dimethylpropyl 2-ethylhexanoate C(C)C(C(=O)OC(CC)(C)C)CCCC